C(C)OC(/C(=C/C1=NC=CN=C1)/F)=O (Z)-2-fluoro-3-(pyrazin-2-yl)acrylic acid ethyl ester